2-bromo-4-chloro-1-fluoro-benzene BrC1=C(C=CC(=C1)Cl)F